CN1CCN(CC1)C1=CC2=C(SC(=C2)C(=O)O)C=C1 5-(4-methylpiperazin-1-yl)benzo[b]thiophene-2-carboxylic acid